2-(5-fluorobenzofuran-2-yl)-5-(propyldithio)-1,3,4-oxadiazole FC=1C=CC2=C(C=C(O2)C=2OC(=NN2)SSCCC)C1